C1(CCC1)CN1CCC(CC1)C=1N=CC(=NC1)C1=NNC(=C1C(C)C)C=1C=C(C=2N(C1)N=CN2)OC 6-(3-(5-(1-(cyclobutylmethyl)piperidin-4-yl)pyrazin-2-yl)-4-isopropyl-1H-pyrazol-5-yl)-8-methoxy-[1,2,4]triazolo[1,5-a]pyridine